C(CCC)P(CCCC)(CCCC)(CCCC)O Tetrabutyl-Phosphorus Hydroxide